C1(=CC=C(C=C1)N1CN(CN(C1)C1=CC=C(C=C1)C)C1=CC=C(C=C1)C)C 1,3,5-tri-p-tolyl-1,3,5-triazinane